C(C)(=O)N[C@@H]1[C@@H]2[C@H]([C@H](O[C@H]1OCCCCC(=O)NCCCNC(CCCCCCCCCCC(=O)OC1=C(C(=C(C(=C1F)F)F)F)F)=O)CO)OC(O2)=O perfluorophenyl 12-((3-(5-(((3aR,4R,6R,7R,7aR)-7-acetamido-4-(hydroxymethyl)-2-oxotetrahydro-4H-[1,3]dioxolo[4,5-c]pyran-6-yl)oxy)pentanamido)propyl)amino)-12-oxododecanoate